isopropyl myristate (Isopropylmyristat) C(C)(C)C(C(=O)O)CCCCCCCCCCCC.C(CCCCCCCCCCCCC)(=O)OC(C)C